CC1CN(CCC1)CC1=CC=2N(C(=C1)C=1C=C3CN(C(C3=CC1)=O)C1C(NC(CC1)=O)=O)C=NC2 3-(5-(7-((3-methylpiperidin-1-yl)methyl)imidazo[1,5-a]pyridin-5-yl)-1-oxoisoindolin-2-yl)piperidine-2,6-dione